dihydroxypropyl ethyl ether C(C)OCCC(O)O